methylheptacos-15-en-10-amine CCCCCCCCCCC(CCCCC=CCCCCCCCCCCC)N